BrC=1C=C2COC(C2=CC1)=O 5-Bromo-3H-isobenzofuran-1-one